C(C)OC(=O)C=1C=NN(C1)CC1=CC=C(C=C1)N1C=C(C=C1)C#N 1-(4-(3-cyano-1H-pyrrol-1-yl)benzyl)-1H-pyrazole-4-carboxylic acid ethyl ester